(E)-1,2,3,4-tetrahydropyrimidine-5-formamide N1CNCC(=C1)C(=O)N